BrC1=C(C=C(C=C1)C)C#N 4-bromo-3-toluonitrile